N-(4-acetylphenyl)-2-[4-(2,3,6,7-tetrahydro-2,6-dioxo-1,3-dipropyl-1H-purin-8-yl)phenoxy]acetamide C(C)(=O)C1=CC=C(C=C1)NC(COC1=CC=C(C=C1)C1=NC=2N(C(N(C(C2N1)=O)CCC)=O)CCC)=O